C1(=CC=CC=C1)C(CC=O)=O 3-phenyl-1,3-propanedione